C(C1=CC=CC=C1)N1C(N(C=C1)C)C 1-benzyl-2,3-dimethylimidazole